[Na].[Os] osmium sodium salt